ClC1=NNC2=C1N=C(NC1=C2C=C(N=C1)N1CCOCC1)C=1C(=C(C=CC1F)CO)F (3-(3-chloro-9-morpholino-1,6-dihydropyrazolo[4,3-d]pyrido[4,3-f][1,3]diazepin-5-yl)-2,4-difluorophenyl)methanol